(E)-N-(4-(1-(4-(4-(6-((2-(2,6-dioxopiperidin-3-yl)-1,3-dioxoisoindolin-4-yl)thio)hexanoyl)piperazin-1-yl)benzoyl)piperidin-4-yl)butyl)-3-(pyridin-3-yl)acrylamide O=C1NC(CCC1N1C(C2=CC=CC(=C2C1=O)SCCCCCC(=O)N1CCN(CC1)C1=CC=C(C(=O)N2CCC(CC2)CCCCNC(\C=C\C=2C=NC=CC2)=O)C=C1)=O)=O